6-(3-Propylphenylimino)ethyl-2-acetylpyridin C(CC)C=1C=C(C=CC1)N=CCC1=CC=CC(=N1)C(C)=O